C(=O)(OC(C)(C)C)N[C@@H](C(C)(C)C)C(=O)O Boc-L-tertiary leucine